N[C@H](C)C=1C=C(C=CC1)C1=CC(=CC(=C1)N1CCC2(CCCOC2)CC1)COC1=C(C=CC=C1)CC(=O)O (R)-2-(2-((3'-(1-aminoethyl)-5-(2-oxa-9-azaspiro[5.5]undec-9-yl)-[1,1'-biphenyl]-3-yl)methoxy)phenyl)acetic acid